BrC1=C2C=CC=NC2=CC=C1 5-Bromoquinoline